4'-(4-chloro-6-phenyl-1,3,5-triazin-2-yl)-[1,1'-biphenyl]-3-carbonitrile ClC1=NC(=NC(=N1)C1=CC=CC=C1)C1=CC=C(C=C1)C1=CC(=CC=C1)C#N